ClC1=C(C(=CC=C1)Cl)C1=CC2=C(N=C(N=C2)NCCC2CCN(CC2)C(=O)OC(C)(C)C)N2C1=NCC2 tert-butyl 4-(2-((6-(2,6-dichlorophenyl)-8,9-dihydroimidazo[1',2':1,6]pyrido[2,3-d]pyrimidin-2-yl)amino)ethyl)piperidine-1-carboxylate